OC=1C=C(C#N)C=C(C1C1=CC=C2C(=N1)N=C(O2)N[C@H]2CN(CCC2)CCC=2OC=CN2)C 3-Hydroxy-5-methyl-4-[2-[[(3R)-1-(2-oxazol-2-ylethyl)-3-piperidyl]amino]oxazolo[4,5-b]pyridin-5-yl]benzonitrile